O[C@H]1[C@H]([C@@H](O[C@@H]1CO)N1C(NC(C=C1)=O)=O)OCCCCCCCC\C=C/CCCCCCCC 1-((2R,3R,4R,5R)-4-hydroxy-5-(hydroxymethyl)-3-(((Z)-octadec-9-en-1-yl)oxy)tetrahydrofuran-2-yl)pyrimidine-2,4(1H,3H)-dione